(2-(tert-butyl)-4-phenoxypyrimidin-5-yl)(3-(((tetrahydro-2H-pyran-4-yl)sulfonyl)methylene)azetidin-1-yl)methanone Tert-butyl-N-(4-iodo-7-methoxy-1-naphthyl)-N-methyl-carbamate C(C)(C)(C)OC(N(C)C1=CC=C(C2=CC=C(C=C12)OC)I)=O.C(C)(C)(C)C1=NC=C(C(=N1)OC1=CC=CC=C1)C(=O)N1CC(C1)=CS(=O)(=O)C1CCOCC1